ClC1=C2C=CC=NC2=C(N=C1)NC1=CC=NC2=CC(=CC=C12)C(F)F 5-chloro-N-(7-(difluoro-methyl)quinolin-4-yl)-1,7-naphthyridin-8-amine